4,6-Dimethyl-2-(trifluoromethyl)pyrimidine-5-sulfonyl chloride CC1=NC(=NC(=C1S(=O)(=O)Cl)C)C(F)(F)F